tert-Butyl 2-((8-bromo-3,7-dimethyl-2,6-dioxo-2,3,6,7-tetrahydro-1H-purin-1-yl)methyl)-1H-pyrrolo[3,2-c]pyridine-1-carboxylate BrC1=NC=2N(C(N(C(C2N1C)=O)CC1=CC=2C=NC=CC2N1C(=O)OC(C)(C)C)=O)C